C(CCCCCCCCCCC(=O)OCC)(=O)OC=1C(C2=CC=CC=C2C(C1C1CCC(CC1)C1=CC=C(C=C1)Cl)=O)=O 1-(3-((1R,4R)-4-(4-chlorophenyl)cyclohexyl)-1,4-dioxo-1,4-dihydronaphthalen-2-yl) 12-ethyl dodecanedioate